6-chloro-8-cyclopropyl-2-methylimidazo[1,2-b]pyridazine ClC=1C=C(C=2N(N1)C=C(N2)C)C2CC2